ethyl 7-morpholino-5-(3-(m-tolyl)-1H-pyrazol-1-yl)pyrazolo[1,5-a]pyrimidine-2-carboxylate O1CCN(CC1)C1=CC(=NC=2N1N=C(C2)C(=O)OCC)N2N=C(C=C2)C=2C=C(C=CC2)C